N[C@H](CN1CC2=CC=CC=C2C1)CC1=CC(=CC=C1)F 2-[(2S)-2-amino-3-(3-fluorophenyl)propyl]-1H-isoindole